N1(CCNCC1)C(=O)C=1C=C(N2C=CC=C2C1)C(C1=CC=CC=C1)=O (5-benzoyl-indolizine-7-yl) (piperazin-1-yl) ketone